OCCN[C@@H](CC(N)=O)C(=O)O hydroxyethyl-l-asparagine